6-chloro-2-(2,6-dichloro-3,5-dimethoxyphenyl)-N-(tetrahydrofuran-3-yl)pyrido[3,4-d]pyrimidine-4-amine ClC1=CC2=C(N=C(N=C2NC2COCC2)C2=C(C(=CC(=C2Cl)OC)OC)Cl)C=N1